4-[1-(2,2,2-trifluoroethyl)-4-(trifluoromethyl)imidazol-2-yl]benzoate FC(CN1C(=NC(=C1)C(F)(F)F)C1=CC=C(C(=O)[O-])C=C1)(F)F